p-ethoxybenzoic acid CCOC1=CC=C(C=C1)C(=O)O